OCN1CCC(C(=C1)NC)=O 1-(hydroxymethyl)-5-(methylamino)-4-oxo-3H-pyridine